P(=O)(O)(O)[O-] diHydrogenPhosphate